3,5-bis(trifluoromethyl)phenylborate FC(C=1C=C(C=C(C1)C(F)(F)F)OB([O-])[O-])(F)F